C(C)(=O)OC=1COC=C(C1)OC(C)=O 2H-pyran-3,5-diyl diacetate